C(#N)C1=C(C=CC=C1)C1=NC2=CC=C(C=C2C=C1C1=C(C=CC=C1)F)NC(=O)NCC(CC)O 1-(2-(2-cyanophenyl)-3-(2-fluorophenyl)quinolin-6-yl)-3-(2-hydroxybutyl)urea